5-(trifluoromethyl)-1H-pyrrolo[2,3-b]pyridin FC(C=1C=C2C(=NC1)NC=C2)(F)F